C(C)OC1=CC=C(C=C1)C(CC1=CC(=C(C(=C1)OC)OC)OC)=NO 1-(4-ethoxyphenyl)-2-(3,4,5-trimethoxyphenyl)ethan-1-one oxime